racemic-7,8-dichloro-10-((2,2-difluoro-3-hydroxypropyl)amino)-1-methyl-3,4,5,6-tetrahydroazepino[4,5-b]indol-2(1H)-one ClC1=C(C=C(C=2C3=C(NC12)CCNC([C@@H]3C)=O)NCC(CO)(F)F)Cl |r|